4-oxa-1,8-diazaspiro[5.5]undecane-8-carboxylic acid tert-butyl ester C(C)(C)(C)OC(=O)N1CC2(COCCN2)CCC1